NCC#CC=1C(=CC2=C(C=C(O2)C(=O)NCCCN)C1)OC 5-(3-aminoprop-1-yn-1-yl)-N-(3-aminopropyl)-6-methoxybenzofuran-2-carboxamide